(3-(2,4-dioxotetrahydropyrimidin-1(2H)-yl)-4-methylbenzoyl)-3-azaspiro[5.5]undecane-9-carbaldehyde O=C1N(CCC(N1)=O)C=1C=C(C(=O)C2CNCCC23CCC(CC3)C=O)C=CC1C